((S)-5-(2-Chlorophenyl)-1,4-oxazepan-4-yl)-N-((R,E)-4-(methylsulfonyl)but-3-en-2-yl)pyrazine-2-carboxamide ClC1=C(C=CC=C1)[C@H]1N(CCOCC1)C=1C(=NC=CN1)C(=O)N[C@H](C)\C=C\S(=O)(=O)C